ClC1=CC=C(C=NN2C(=NN=C2COC2=CC=CC=C2)SCC(=O)NC2=CC=C(C=C2)C)C=C1 ((4-((4-chlorobenzylidene)amino)-5-(phenoxymethyl)-4H-1,2,4-triazol-3-yl)thio)-N-(p-tolyl)acetamide